ClC1=C2C(=NC=C1)CCC2C 4-chloro-5-methyl-6,7-dihydro-5H-cyclopenta[b]pyridine